(2-methylpropyl)3,5,6-trimethylpyrazine CC(CC1=NC(=C(N=C1C)C)C)C